ClC1=CC=C2C(=NN(C2=C1)C1=CC=C(C=C1)S(=O)(=O)C)C(C)N1N=C(C=C1)C 1-(1-(6-Chloro-1-(4-(methylsulfonyl)phenyl)-1H-indazol-3-yl)ethyl)-3-methyl-1H-pyrazole